[C@H]12CC(C[C@H](CC1)N2)OC2=CC=C(N=N2)C2=C(C=C(C=C2)C2=CC(=NO2)C)O 2-(6-(((1R,3s,5S)-8-azabicyclo[3.2.1]octan-3-yl)oxy)pyridazin-3-yl)-5-(3-methylisoxazol-5-yl)phenol